4-(4-(3,4-dichlorophenyl)-2-(morpholinomethyl)piperazine-1-carbonyl)-6-methylquinolin-2(1H)-one ClC=1C=C(C=CC1Cl)N1CC(N(CC1)C(=O)C1=CC(NC2=CC=C(C=C12)C)=O)CN1CCOCC1